methyl (2S)-2-[[2-(7-chloro-1H-indole-2-carbonyl)-2-azaspiro[4.5]decane-3-carbonyl]amino]-3-(6,6-dimethyl-2-oxo-3-piperidyl)propanoate ClC=1C=CC=C2C=C(NC12)C(=O)N1CC2(CC1C(=O)N[C@H](C(=O)OC)CC1C(NC(CC1)(C)C)=O)CCCCC2